Cl.O1CCC(CC1)C=1N=CSC1C#N 4-(tetrahydro-2H-pyran-4-yl)thiazole-5-carbonitrile hydrochloride